(E)-N-(4-((E)-3-(2,4-dimethoxyphenyl)acrylamido)butyl)-4-hydroxy-2-methylbut-2-enamide COC1=C(C=CC(=C1)OC)/C=C/C(=O)NCCCCNC(\C(=C\CO)\C)=O